CC(C)C([SiH2]C#CC12CC(C1)(C2)C=O)(C(C)C)C(C)C (3-{[tri(propan-2-yl)methylsilyl]ethynyl}bicyclo[1.1.1]pentan-1-yl)methanal